CN1C=C(C=2C(N(C=C(C21)C)C)=O)C(=O)N2CCC21COC1 1,5,7-trimethyl-3-(6-oxa-1-azaspiro[3.3]hept-1-ylcarbonyl)-1,5-dihydro-4H-pyrrolo[3,2-c]pyridin-4-one